N-acetamidoethyl-2-(3-cyanobenzyloxy)-4-(2-methoxy-3-o-fluorophenylbenzyloxy)benzylamine C(C)(=O)NCCNCC1=C(C=C(C=C1)OCC1=C(C(=CC=C1)C1=C(C=CC=C1)F)OC)OCC1=CC(=CC=C1)C#N